1-(7-((2-(trifluoromethyl)pyridin-4-yl)oxy)-3,4-dihydroisoquinolin-2(1H)-yl)prop-2-en-1-one FC(C1=NC=CC(=C1)OC1=CC=C2CCN(CC2=C1)C(C=C)=O)(F)F